C(#N)C=1C(=CC2=CN(N=C2C1)C1CCC(CC1)CO)NC(=O)C1=NC(=CC=C1)C(F)(F)F N-[6-cyano-2-[4-(hydroxymethyl)cyclohexyl]indazol-5-yl]-6-(trifluoromethyl)pyridine-2-carboxamide